(7-(1-benzylpiperidin-3-yl)-2-methylpyrazolo[1,5-a]pyrimidin-3-yl)propan-1-amine C(C1=CC=CC=C1)N1CC(CCC1)C1=CC=NC=2N1N=C(C2C(CC)N)C